CC1=CC(=NN1C(=O)OC(C)(C)C)NC1=NC=C(C(=N1)N1C=C(C=2C1=NC=C(C2)NC(C=C)=O)C)C tert-butyl 5-methyl-3-[[5-methyl-4-[3-methyl-5-(prop-2-enoylamino)pyrrolo[2,3-b]pyridin-1-yl]pyrimidin-2-yl]amino]pyrazole-1-carboxylate